C(C=C)(=O)NC=1C=C(C=NC1)C1=CC=C2C=NC(=NC2=C1)C(=O)N 7-[5-(prop-2-enamido)pyridin-3-yl]quinazoline-2-carboxamide